C(C)(=O)SCC(=O)Br S-(2-bromo-2-oxoethyl) thioacetate